1,1,2,3,3-pentachloro-1-propene ClC(=C(C(Cl)Cl)Cl)Cl